C(C)C1OC1 2-Ethyl-oxirane